5-fluoro-1H-pyrrolo[2,3-b]pyridine FC=1C=C2C(=NC1)NC=C2